4-(4-((5-cyclopropyl-3-(2-(trifluoromethoxy)phenyl)isoxazol-4-yl)methoxy)piperidin-1-yl)benzoyl-hydrazine C1(CC1)C1=C(C(=NO1)C1=C(C=CC=C1)OC(F)(F)F)COC1CCN(CC1)C1=CC=C(C(=O)NN)C=C1